ClC=1C=C(C=CC1)N1N=C(C2=C1C(N(CC2)C2=CC=C1C(=C2)CN(CC12CC2)CCO)=O)C(=O)O 1-(3-chlorophenyl)-6-[2-(2-hydroxyethyl)spiro[1,3-dihydroisoquinoline-4,1'-cyclopropan]-7-yl]-7-oxo-4,5-dihydropyrazolo[3,4-c]pyridine-3-carboxylic acid